NCCNCCC[Si](OC)(OC)OC N-(aminoethyl)3-aminopropyltrimethoxysilane